N-(4-((3S,5S)-3-amino-5-fluoropiperidin-1-yl)-5-(1-(difluoromethyl)-1H-pyrazol-4-yl)pyridin-2-yl)-2-(2-fluoro-6-methoxyphenyl)pyrimidin-4-amine N[C@@H]1CN(C[C@H](C1)F)C1=CC(=NC=C1C=1C=NN(C1)C(F)F)NC1=NC(=NC=C1)C1=C(C=CC=C1OC)F